5-(3-(Morpholinomethyl)cinnolin-6-yl)thiazol-2-amine O1CCN(CC1)CC=1N=NC2=CC=C(C=C2C1)C1=CN=C(S1)N